N1(CCNCC1)C1=CC=C(C=C1)NC1=NC2=C(C=CC=C2C=N1)C1=CC(=NC=C1)NC(C=C)=O N-(4-(2-((4-(piperazin-1-yl)phenyl)amino)quinazolin-8-yl)pyridin-2-yl)acrylamide